COC=1C(=C2C=CN(C2=C(C1)C)C(=O)[O-])CN1C(CN(CC1)CC(C)=O)C1=CC=C(C=C1)C(=O)OC 5-methoxy-4-((2-(4-(methoxycarbonyl)phenyl)-4-(2-oxopropyl)piperazin-1-yl)methyl)-7-methyl-1H-indole-1-carboxylate